C12CNCC2C1NC=1C2=C(N=C(N1)OC[C@H]1N(CCC1)C)C(=C(N=C2)C2=CC(=CC1=CC=CC=C21)O)F 4-(4-((3-azabicyclo[3.1.0]hexan-6-yl)amino)-8-fluoro-2-(((S)-1-methylpyrrolidin-2-yl)methoxy)pyrido[4,3-d]pyrimidin-7-yl)naphthalen-2-ol